6-(1-cyanocyclopropyl)nicotinic acid C(#N)C1(CC1)C1=NC=C(C(=O)O)C=C1